Ammonium 2-Ethyl hexanoate C(CCCCC)(=O)OCC.[NH4+]